BrC1=CC=2C(N3C(NC2C=C1)C(CC3)(C)C)=O 7-bromo-3,3-dimethyl-1,2,3,3a,4,9-hexahydropyrrolo[2,1-b]quinazolin-9-one